(S)-2-(7-(4-acetamidophenyl)-1-oxoisoindolin-2-yl)-3-hydroxypropanoic acid C(C)(=O)NC1=CC=C(C=C1)C=1C=CC=C2CN(C(C12)=O)[C@H](C(=O)O)CO